N-(Fmoc-oxy)succinimide C(=O)(OCC1C2=CC=CC=C2C2=CC=CC=C12)ON1C(CCC1=O)=O